7-(2-Cyclopropyl-benzyl)-5-[1-(2-fluoro-6-methyl-phenyl)-piperidin-4-yl]-2-methyl-2,4,5,7-tetrahydro-pyrazolo[3,4-d]pyrimidin-6-one C1(CC1)C1=C(CN2C(N(CC=3C2=NN(C3)C)C3CCN(CC3)C3=C(C=CC=C3C)F)=O)C=CC=C1